4-(2,3,9-trimethyl-6H-thieno[3,2-f][1,2,4]triazolo[4,3-a][1,4]diazepin-4-yl)benzamide CC1=C(C=2C(=NCC=3N(C2S1)C(=NN3)C)C3=CC=C(C(=O)N)C=C3)C